benzyl 1-(2-bromo-5-benzyloxybenzyl)-6-methoxy-3,4-dihydro-2-isoquinolinecarboxylate BrC1=C(CC2N(CCC3=CC(=CC=C23)OC)C(=O)OCC2=CC=CC=C2)C=C(C=C1)OCC1=CC=CC=C1